C(C)(C)(C)C1=C(C(=CC(=C1)CC)C(C)(C)C)O 2,6-Ditert-butyl-4-ethylphenol